N-(4-(2-((2-(2,6-dioxopiperidin-3-yl)-1,3-dioxoisoindolin-5-yl)oxy)acetamido)butyl)-2,2,2-trifluoroacetamide O=C1NC(CCC1N1C(C2=CC=C(C=C2C1=O)OCC(=O)NCCCCNC(C(F)(F)F)=O)=O)=O